(S)-N-(1-(7,8-difluoro-1-oxo-1,2-dihydroisoquinolin-4-yl)ethyl)-8-fluoro-N-methylindolizine-2-carboxamide FC1=CC=C2C(=CNC(C2=C1F)=O)[C@H](C)N(C(=O)C=1C=C2C(=CC=CN2C1)F)C